tert-Butyl (6-chloro-3-cyanopyridin-2-yl)carbamate ClC1=CC=C(C(=N1)NC(OC(C)(C)C)=O)C#N